[N+](=O)([O-])C1=CC=CC=C1 L-4-nitrobenzene